NC=1C(NC2=C3C=CC=NC3=C(C=C2C1C1=C2C=NNC2=C(C=C1)F)OCC(F)(F)F)=O 3-amino-4-(7-fluoro-1H-indazol-4-yl)-6-(2,2,2-trifluoroethoxy)-1H-1,7-phenanthrolin-2-one